C(CC)N(NC(C1=CC=C(C=C1)NC(CCCCCCNC(\C=C\C=1C=NC=CC1)=O)=O)=O)C(C)(C)C (E)-1-propyl-2-(4-(7-(3-(pyridin-3-yl)acrylamido)heptanamido)benzoyl)tert-butylhydrazine